BrC1=CC=C(C=C1)C1(CC1)C=O 1-(4-bromo-Phenyl)-cyclopropanecarbaldehyde